C(C)C=1C(NC=2C=C(C=NC2C1)CN1CCN(CC1)C=1C=CC(=NC1)C(=O)NC[C@H](C)O)=O (S)-5-(4-((7-ethyl-6-oxo-5,6-dihydro-1,5-naphthyridin-3-yl)methyl)piperazin-1-yl)-N-(2-hydroxypropyl)pyridineamide